FC=1C=C(CN2C(=NC3=NC=C(C=C32)N3C=CC=2N=CN=C(C23)OC)C=2C=NN(C2)C)C=C(C1)F 1-(3,5-difluorobenzyl)-6-(4-methoxy-5H-pyrrolo[3,2-d]pyrimidin-5-yl)-2-(1-methyl-1H-pyrazol-4-yl)-1H-imidazo[4,5-b]pyridine